(1s,3s)-3-((5-amino-2-(1H-pyrazol-5-yl)thieno[3,2-b]pyridin-7-yl)amino)-1-methylcyclobutanol NC1=CC(=C2C(=N1)C=C(S2)C2=CC=NN2)NC2CC(C2)(O)C